C(C1=CC=CC=C1)OC1=CC=C(C(=O)N(N)C)C=C1 (4-(benzyloxy)benzoyl)-N-methylhydrazine